1-[4-(difluoromethoxy)phenyl]-N-(1H-indol-7-yl)-3-methyl-5-oxo-4H-pyrazole-4-carboxamide FC(OC1=CC=C(C=C1)N1N=C(C(C1=O)C(=O)NC=1C=CC=C2C=CNC12)C)F